4-(4-((methylsulfonyl)carbamoyl)piperidine-1-carboxamido)benzene CS(=O)(=O)NC(=O)C1CCN(CC1)C(=O)NC1=CC=CC=C1